2-(2-octadecoxyethoxy)ethanol C(CCCCCCCCCCCCCCCCC)OCCOCCO